C(C)(=O)O[C@H]([C@@H](CN=[N+]=[N-])OC(C)=O)[C@@H]1O[C@](C[C@@H]([C@H]1NC(COC(C)=O)=O)OC(C)=O)(SC1=CC=C(C=C1)C)C#N (1R,2R)-1-((2R,3R,4S,6R)-4-acetoxy-3-(2-acetoxyacetamido)-6-cyano-6-(p-tolylthio)tetrahydro-2H-pyran-2-yl)-3-azidopropane-1,2-diyl diacetate